((1H-benzo[d]imidazol-2-yl)(2-hydroxyphenyl)methyl)-6-(4-(piperazin-1-yl)phenyl)isoindolin-1-one N1C(=NC2=C1C=CC=C2)C(C2=C(C=CC=C2)O)N2C(C1=CC(=CC=C1C2)C2=CC=C(C=C2)N2CCNCC2)=O